COC1=CC2=C(C=C(O2)C=2N=C3SC(=NN3C2)C)C(=C1)CO (6-methoxy-2-(2-methylimidazo[2,1-b][1,3,4]thiadiazol-6-yl)benzofuran-4-yl)methanol